FC(C1C(NC2=CC=C(C=C2N1)F)=O)F 3-difluoromethyl-6-fluoro-3,4-dihydroquinoxalinone